5-(2-chloropyridin-4-yloxy)-4-(naphthalene-2-yl)thiazol-2-amine ClC1=NC=CC(=C1)OC1=C(N=C(S1)N)C1=CC2=CC=CC=C2C=C1